[3-(acryloyloxy)propyl](dimethylammonio)acetate C(C=C)(=O)OCCCOC(C[NH+](C)C)=O